benzyl ((1R,2S-cis)-2-(dimethylamino)cyclopentyl)carbamate CN([C@@H]1[C@@H](CCC1)NC(OCC1=CC=CC=C1)=O)C